(10S)-N-(4-([1,2,4]triazolo[1,5-a]pyridin-7-yloxy)-3-chlorophenyl)-8,9,10,11-tetrahydro-7H-6,10-methanopyrimido[4',5':5,6]pyrido[3,2-b][1,4,7]oxadiazonin-4-amine N=1C=NN2C1C=C(C=C2)OC2=C(C=C(C=C2)NC2=NC=NC1=CC=3OC[C@H]4NCCN(C3N=C12)C4)Cl